propanol-d8 C(C(C([2H])([2H])[2H])([2H])[2H])(O[2H])([2H])[2H]